ClC1=NN(C2=C1N=C(N=C2OC)Cl)C2CCN(CC2)C(=O)C2=CC=NC=C2 (4-(3,5-dichloro-7-methoxy-1H-pyrazolo[4,3-d]pyrimidin-1-yl)piperidin-1-yl)(pyridin-4-yl)methanone